NC1=CC=C2C(=N1)CC[C@H]2NC([C@H](C)NC(=O)[C@@H]2NC[C@H](C2)CC2=CC(=C(C=C2)F)F)=O (2R,4S)-N-((S)-1-(((R)-2-amino-6,7-dihydro-5H-cyclopenta[b]pyridin-5-yl)amino)-1-oxopropan-2-yl)-4-(3,4-difluorobenzyl)pyrrolidine-2-carboxamide